ClC=1C=CC(=C(C1)O)C1=C(N=C(N=N1)N[C@H]1CN(CCC1)C)C 5-Chloro-2-[5-methyl-3-[[(3R)-1-methyl-3-piperidyl]amino]-1,2,4-triazin-6-yl]phenol